ethyl 2-(1-(cyclopropylmethyl)-7-(1-((1r,4r)-4-hydroxycyclohexane-1-carbonyl) azetidin-3-yl)-1H-indol-2-yl)-3-methylpyrazolo[1,5-a]pyridine-6-carboxylate C1(CC1)CN1C(=CC2=CC=CC(=C12)C1CN(C1)C(=O)C1CCC(CC1)O)C1=NN2C(C=CC(=C2)C(=O)OCC)=C1C